CC(C[P+](C)(CC(C)C)CC(C)C)C tri(2-methylpropyl)(methyl)phosphonium